CC1=C(C=NN1[C@@H]1CN(CCC1)C(=O)OC(C)(C)C)B1OC(C(O1)(C)C)(C)C tert-butyl (3S)-3-[5-methyl-4-(4,4,5,5-tetramethyl-1,3,2-dioxaborolan-2-yl)pyrazol-1-yl]piperidine-1-carboxylate